N=1SN=C2C1C=C(C=C2)C2C(NC(N2C2=CC1=C(NC=N1)C=C2)=O)=O 5-(Benzo[c][1,2,5]thiadiazol-6-yl)-1-(1H-benzo[d]imidazol-5-yl)imidazolidin-2,4-dion